CC=1C=C(C=CC1C)SCC(=O)N1CCN(CC1)C(=O)[C@H]1[C@@H](C1)C1=CC=CC=C1 2-((3,4-Dimethylphenyl)thio)-1-(4-(trans-2-phenylcyclopropanecarbonyl)piperazin-1-yl)ethanone